[K].C1CCC2=C(C=3CCCC3C=C12)NC(=O)NS(=O)(=O)N1[C@@H]2CN([C@H](C1)C2)C (1S,4S)-N-((1,2,3,5,6,7-Hexahydro-s-indacen-4-yl)carbamoyl)-5-methyl-2,5-diazabicyclo[2.2.1]heptane-2-sulfonamide, potassium salt